OCC1(OC2=C(C1)C=C(C(=C2)N2CCOCC2)NC(C2=NC(=CC=C2)C(F)(F)F)=O)C N-(2-(hydroxymethyl)-2-methyl-6-morpholino-2,3-dihydrobenzofuran-5-yl)-6-(trifluoromethyl)picolinamide